ClC=1C(=CC(=C(C1)C=1C=C2C(=NN=C(C2=CC1)NCC1=C(C=C(C=C1)OC)OC)C)OC)C(F)F 6-[5-chloro-4-(difluoromethyl)-2-methoxyphenyl]-N-[(2,4-dimethoxyphenyl)methyl]-4-methylphthalazin-1-amine